METHYLPYRIDO[2,3-D]PYRIMIDIN-7(8H)-ONE CC=1N=CC2=C(N1)NC(C=C2)=O